hydroxy-propyl-acrylamide OC=C(C(=O)N)CCC